ClC1=C(C=C(C=C1)NC(NC=1C=CC(=C(C(=O)NC=2C=C3C=NNC3=CC2)C1)F)=O)C(F)(F)F 5-(3-(4-chloro-3-(trifluoromethyl)phenyl)ureido)-2-fluoro-N-(1H-indazol-5-yl)benzamide